C(C)C1=NN2C(=NC=CC2=N1)C=1OC(=CC1)C 2-ethyl-5-(5-methylfuran-2-yl)-[1,2,4]triazolo[1,5-c]pyrimidin